FC(C(=O)O)(F)F.NC1CCC(CC1)C(C(=O)N)OC1=CC=C(C=C1)Cl (4-aminocyclohexyl)-2-(4-chlorophenoxy)acetamide 2,2,2-trifluoroacetate salt